5-(6-ethoxypyrazin-2-yl)pyridine-2-carboxylic acid C(C)OC1=CN=CC(=N1)C=1C=CC(=NC1)C(=O)O